N1C=C(C2=CC=CC=C12)CCOC=1C2=C(N=C(N1)C1=CC(=CC=C1)F)SC=N2 7-(2-(1H-indol-3-yl)ethoxy)-5-(3-fluorophenyl)thiazolo[5,4-d]pyrimidine